4-((2-chloro-6-methylpyridin-4-yl)methyl)morpholine ClC1=NC(=CC(=C1)CN1CCOCC1)C